C(CCCCCCCCCCCCCCC)(=O)O.OCC(O)CO.OCC(O)CO.OCC(O)CO triglycerin palmitate